C12(CCC(C1)C2)N2N=C1N=C(C=NC1=C2)C2=C(C=C(C=C2C)C(F)(F)F)O 2-[2-(1-bicyclo[2.1.1]hexanyl)pyrazolo[3,4-b]pyrazin-6-yl]-3-methyl-5-(trifluoromethyl)phenol